CC(C#CC1=C(N=CS1)NC(OC(C)(C)C)=O)C tert-Butyl N-[5-(3-methylbut-1-ynyl)thiazol-4-yl]carbamate